1-N'-(4-fluorophenyl)-1-N-[4-[7-methoxy-6-[[(2R)-pyrrolidin-2-yl]methylcarbamoyl]quinazolin-4-yl]oxyphenyl]cyclopropane-1,1-dicarboxamide FC1=CC=C(C=C1)NC(=O)C1(CC1)C(=O)NC1=CC=C(C=C1)OC1=NC=NC2=CC(=C(C=C12)C(NC[C@@H]1NCCC1)=O)OC